BrC=1C=C2C=CC=CC2=CC1 6-bromonaphthalen